BrC1=CC=C(C=C1)P(C=1C=CC2=C(OC3=C2C=CC=C3)C1)(C=1C=CC3=C(OC2=C3C=CC=C2)C1)=O (4-bromophenyl)bis(dibenzofuran-3-yl)phosphorus oxide